CC1=NOC(=C1C=1C=C2C=CN3C2=C(C1C)C(N(CC3)CC=3C(NC(=CC3OC)C)=O)=O)C 9-(3,5-dimethylisoxazol-4-yl)-2-((4-methoxy-6-methyl-2-oxo-1,2-dihydropyridin-3-yl)methyl)-10-methyl-3,4-dihydro-[1,4]diazepino[6,7,1-HI]indol-1(2H)-one